2-(2'-hydroxy-3'-tertiary-butyl-5'-methylphenyl)-5-chloro-benzotriazole OC1=C(C=C(C=C1C(C)(C)C)C)N1N=C2C(=N1)C=CC(=C2)Cl